3-amino-N-[(3R)-7-[(3S,4R)-3-amino-4-(difluoromethyl)pyrrolidin-1-yl]-3,4-dihydro-2H-1-benzopyran-3-yl]-6-methylthieno[2,3-b]pyridine-2-carboxamide NC1=C(SC2=NC(=CC=C21)C)C(=O)N[C@H]2COC1=C(C2)C=CC(=C1)N1C[C@H]([C@@H](C1)C(F)F)N